FC(S(=O)(=O)OC1=NC(=C(C2=C1C=CS2)C2=C(C=C(C=C2)F)OCCOC)C2=NN1C(CNCC1)=C2)(F)F [7-[4-fluoro-2-(2-methoxyethoxy)phenyl]-6-(4,5,6,7-tetrahydropyrazolo[1,5-a]pyrazin-2-yl)thieno[3,2-c]pyridin-4-yl] trifluoromethanesulfonate